FC=1C(=NC=CC1)[C@@H]1CC[C@H]2OC3(C(N21)=O)CC(C3)OC3=NC=NN2C3=CC=C2 (5'S,7a'R)-5'-(3-fluoropyridin-2-yl)-3-[(pyrrolo[2,1-f][1,2,4]triazin-4-yl)oxy]tetrahydro-3'H-spiro[cyclobutane-1,2'-pyrrolo[2,1-b][1,3]oxazol]-3'-one